Methyl-3-[(chlorosulfonyl)(methyl)amino]propanoate COC(CCN(C)S(=O)(=O)Cl)=O